1-[(2S,4R)-4-(2,3-dichloro-6-methoxyphenyl)piperidin-2-yl]ethanone ClC1=C(C(=CC=C1Cl)OC)[C@H]1C[C@H](NCC1)C(C)=O